3-(6-bromo-1-oxo-7-(trifluoromethyl)isoindolin-2-yl)piperidine-2,6-dione BrC1=CC=C2CN(C(C2=C1C(F)(F)F)=O)C1C(NC(CC1)=O)=O